S1C(=NC2=C1C=CC=C2)SC2=CC=C(C=C2)NC(=O)NC2=CC=CC=C2 1-(4-(benzo[d]thiazol-2-ylsulfanyl)phenyl)-3-phenylurea